(4S,11bR)-4-(2-((S)-(2-Methoxyphenyl)(methyl)silyl)phenyl)-4,5-dihydro-3H-dinaphtho[2,1-c:1',2'-e]phosphepine COC1=C(C=CC=C1)[Si@@H](C1=C(C=CC=C1)P1CC2=C(C3=C(C1)C=CC1=CC=CC=C13)C=1C=CC=CC1C=C2)C